(1r,4r)-4-(4-(3-(1,1-dioxido-4-oxo-1,2,5-thiadiazolidin-2-yl)-2-fluoro-4-hydroxyphenyl)-1H-pyrazol-1-yl)cyclohexane-1-carbonitrile O=S1(N(CC(N1)=O)C=1C(=C(C=CC1O)C=1C=NN(C1)C1CCC(CC1)C#N)F)=O